N-(4-(4-methylpiperazin-1-yl)phenyl)-2-oxo-1,2-dihydropyridine-3-carboxamide CN1CCN(CC1)C1=CC=C(C=C1)NC(=O)C=1C(NC=CC1)=O